(E)-5-(5-hydroxy-2-(triethylsiloxy)styryl)-1,3-benzenediol OC=1C=CC(=C(/C=C/C=2C=C(C=C(C2)O)O)C1)O[Si](CC)(CC)CC